CNCC1=CC=CC=2NC(=NC21)C=2C=CC(=C1C=NC(C21)=O)C=2C=NN1C2C=CC=C1 7-(4-((methylamino)methyl)-1H-benzo[d]imidazol-2-yl)-4-(pyrazolo[1,5-a]pyridin-3-yl)isoindol-1-one